ClC1=C(C2=CC=CC=C2C=C1Cl)Br 2,3-Dichloro-1-bromonaphthalene